6-(2-Trifluoromethylphenylimino)ethyl-2-acetylpyridin FC(C1=C(C=CC=C1)N=CCC1=CC=CC(=N1)C(C)=O)(F)F